COC=1C=C(C=CC1OC)C(=O)N1CCN(CC1)CCC1=CC=CC=C1 (3,4-Dimethoxy-phenyl)-[4-(2-phenyl-ethyl)piperazin-1-yl]methanone